ClC=1C(=C(CNC(CN(C(CN2N=C(C3=CC(=CC=C23)F)C(=O)N)=O)C2CC2)=O)C=CC1)F 1-(2-((2-(3-chloro-2-fluorobenzylamino)-2-oxoethyl)(cyclopropyl)amino)-2-oxoethyl)-5-fluoro-1H-indazole-3-carboxamide